2,6-diphenyl-4-(2,5-difluorophenyl)pyridine Tert-butyl-(2S)-2-formylmorpholine-4-carboxylate C(C)(C)(C)OC(=O)N1C[C@H](OCC1)C=O.C1(=CC=CC=C1)C1=NC(=CC(=C1)C1=C(C=CC(=C1)F)F)C1=CC=CC=C1